(S)-2-amino-2-(3-chlorophenyl)acetic acid N[C@H](C(=O)O)C1=CC(=CC=C1)Cl